2,2-bis(trifluoromethyl)-1,3-dioxan-4-one FC(C1(OCCC(O1)=O)C(F)(F)F)(F)F